2-amino-2-(5-cyclohexyl-1,3,4-oxadiazol-2-yl)-N-methylacetamide NC(C(=O)NC)C=1OC(=NN1)C1CCCCC1